1-Tert-butyl 2-methyl 4-[2-({4-[7-(5-chloro-2-fluorophenyl)-1H,2H,3H-pyrido[3,4-b][1,4]oxazin-1-yl]pyridin-2-yl}carbamoyl)ethyl]piperazine-1,2-dicarboxylate ClC=1C=CC(=C(C1)C1=CC2=C(OCCN2C2=CC(=NC=C2)NC(=O)CCN2CC(N(CC2)C(=O)OC(C)(C)C)C(=O)OC)C=N1)F